7-((5-Chloro-3-methoxypyridin-2-yl)oxy)-2-azaspiro[3.5]nonan ClC=1C=C(C(=NC1)OC1CCC2(CNC2)CC1)OC